N~2~-(1,5-dimethyl-1H-pyrazol-4-yl)-6-fluoro-7-(8-methyl-2,3-dihydro-1H-pyrido[2,3-b][1,4]oxazin-7-yl)quinazoline-2,5-diamine CN1N=CC(=C1C)NC1=NC=2C=C(C(=C(C2C=N1)N)F)C1=C(C2=C(OCCN2)N=C1)C